C(=C)C1=CC=C(C=C1)O para-vinylphenol